N-hydroxy-2-(2-methoxy-5-(methyl-(2-methylquinazolin-4-yl)amino)phenyl)PENTANAMIDE ONC(C(CCC)C1=C(C=CC(=C1)N(C1=NC(=NC2=CC=CC=C12)C)C)OC)=O